OC=1C(C=CN2N([C@H]3N(C(C21)=O)CCOC3)[C@H](C3=C(C=CC=C3)SC)C3=CC(=C(C=C3)F)F)=O (12aR)-7-Hydroxy-12-[(S)-(3,4-difluorophenyl)(2-methylsulfanylphenyl)methyl]-3,4,12,12a-tetrahydro-1H-[1,4]oxazino[3,4-c]pyrido[2,1-f][1,2,4]triazin-6,8-dion